N-(6-methyl-5-((1-methyl-6-((1-methyl-1H-pyrazol-4-yl)amino)-1H-pyrazolo[3,4-d]pyrimidin-3-yl)amino)pyridin-3-yl)-1-(piperazine-1-carbonyl)cyclopropanecarboxamide CC1=C(C=C(C=N1)NC(=O)C1(CC1)C(=O)N1CCNCC1)NC1=NN(C2=NC(=NC=C21)NC=2C=NN(C2)C)C